C(C)N(C(C1=C(C=CC(=C1)F)C=1C=2N(C=C(C1)C1(CN(C1)[C@H](C(C)C)CCCN1CCN(CC1)CCO)O)C(=NC2)C)=O)C(C)C N-ethyl-5-fluoro-2-(6-{3-hydroxy-1-[(3S)-6-[4-(2-hydroxyethyl)piperazin-1-yl]-2-methylhexane-3-yl]azetidin-3-yl}-3-methylimidazo[1,5-a]pyridin-8-yl)-N-(isopropyl)benzamide